COC12CC3C(C(CC(C1)C3)C2)NC2=NC(=NC=C2C(=O)N)NC2=CC3=C(OC[C@H](CN3)OC)C=C2 4-((5-Methoxyadamantan-2-yl)amino)-2-(((S)-2,3,4,5-tetrahydro-3-methoxybenzo[b][1,4]oxazepin-7-yl)amino)pyrimidine-5-carboxamide